FC1=C(C=C(C(=C1)O)NS(=O)(=O)C)NC(=O)C1=CC=C(CN(C(OC(C)(C)C)=O)C2=CC=C(C=C2)SC(F)(F)F)C=C1 Tert-butyl (4-((2-fluoro-4-hydroxy-5-(methylsulfonamido)phenyl)carbamoyl)benzyl)(4-((trifluoromethyl)thio)phenyl)carbamate